FC(C1=CC=CC(=N1)OCC1[C@H]2CN(C[C@@H]12)C(=O)C1=CC=C2C=CNC2=C1)(F)F 6-[(1R,5S,6S)-6-({[6-(trifluoromethyl)pyridin-2-yl]oxy}methyl)-3-azabicyclo[3.1.0]hexane-3-carbonyl]-1H-indole